6-(6-azaspiro[2.5]octan-6-yl)-3,4-dihydroisoquinoline C1CC12CCN(CC2)C=2C=C1CCN=CC1=CC2